4-((1-(3-amino-5-(trifluoromethyl)phenyl)ethyl)amino)-7-methoxy-2-methylquinazoline NC=1C=C(C=C(C1)C(F)(F)F)C(C)NC1=NC(=NC2=CC(=CC=C12)OC)C